F.F.F.C(C)N(CC)CC triethylamine tri-hydrofluoric acid salt